(3R)-N-[2-[(4,4-difluorocyclohexyl)amino]-2-oxo-1-(3-pyridyl)ethyl]-6,6-dimethyl-N-[4-(pentafluoro-λ6-sulfanyl)phenyl]morpholine-3-carboxamide FC1(CCC(CC1)NC(C(C=1C=NC=CC1)N(C(=O)[C@@H]1NCC(OC1)(C)C)C1=CC=C(C=C1)S(F)(F)(F)(F)F)=O)F